COC1=C(C=CC=C1)C1=CC(=NC=C1C(=O)NC=1SC2=C(N1)CN(C2)C(CN2C(CCC2)=O)=O)C 4-(2-methoxyphenyl)-6-methyl-N-(5-(2-(2-oxopyrrolidin-1-yl)acetyl)-5,6-dihydro-4H-pyrrolo[3,4-d]thiazol-2-yl)nicotinamide